4,5-Dimethoxy-2-nitrobenzyl(4-amino-5-(4-((21-chloro-5,8-dioxo-12,15-dioxa-4,9-diazahenicosyl)oxy)-3,5-dimethoxybenzyl)pyrimidin-2-yl)carbamate COC1=CC(=C(CN(C([O-])=O)C2=NC=C(C(=N2)N)CC2=CC(=C(C(=C2)OC)OCCCNC(CCC(NCCOCCOCCCCCCCl)=O)=O)OC)C=C1OC)[N+](=O)[O-]